ON=C(N)N1CC(CC1)C N'-hydroxy-3-methyl-pyrrolidine-1-carboxamidine